(1'R,2'R,3'S,6'R,8'R)-spiro[pyrrolidine-3,2'-tricyclo[4.2.1.03,8]nonan]-5-one [C@H]12[C@@]3([C@H]4CC[C@H](C[C@H]41)C2)CNC(C3)=O